1-(1-(3,4-Difluoro-5-hydroxyphenyl)-1H-indazol-5-yl)-N,N-dimethylazetidine-3-sulfonamide FC=1C=C(C=C(C1F)O)N1N=CC2=CC(=CC=C12)N1CC(C1)S(=O)(=O)N(C)C